C1(=C(C(=C(C=2C3=C(C(=C(C(=C3N(C12)C1=C(C(=CC=C1)N1C2=C(C(=C(C(=C2C=2C(=C(C(=C(C12)[2H])[2H])[2H])[2H])[2H])[2H])[2H])[2H])C1=NC(=NC(=N1)N1C2=C(C(=C(C(=C2C=2C(=C(C(=C(C12)[2H])[2H])[2H])[2H])[2H])[2H])[2H])[2H])N1C2=C(C(=C(C(=C2C=2C(=C(C(=C(C12)[2H])[2H])N1C2=C(C(=C(C(=C2C=2C(=C(C(=C(C12)[2H])[2H])[2H])[2H])[2H])[2H])[2H])[2H])[2H])[2H])[2H])[2H])[2H])[2H])[2H])[2H])[2H])[2H])[2H])[2H])[2H] 9-(4-(2,6-bis(9H-carbazol-9-yl-d8)phenyl)-6-(9H-carbazol-9-yl-d8)-1,3,5-triazin-2-yl)-9H-3,9'-bicarbazole-1,1',2,2',3',4,4',5,5',6,6',7,7',8,8'-d15